FC(OC1CC(C1)C(=O)N1CC=2N=C(SC2C1)NC(=O)C=1C=NC(=CC1C1=C(C=CC=C1)OC)C)F N-{5-[3-(difluoromethoxy)cyclobutanecarbonyl]-4H,5H,6H-pyrrolo[3,4-d][1,3]thiazol-2-yl}-4-(2-methoxyphenyl)-6-methylpyridine-3-carboxamide